(4-aminoimidazo[1,5-a]pyrido[3,4-e]pyrazin-8-yl)((4aS,9bS)-7-chloro-3,4,4a,9b-tetrahydrobenzofuro[3,2-b]pyridin-1(2H)-yl)methanone NC=1C=2N(C3=C(N1)C=NC(=C3)C(=O)N3[C@@H]1[C@H](CCC3)OC3=C1C=CC(=C3)Cl)C=NC2